N-(2,4-DIMETHYLPHENYL)formamide CC1=CC(=C(C=C1)NC=O)C